OC1=C(C=CC(=C1)OCCCCCCCCCCCOC(C(=C)C)=O)C1=NC(=NC(=N1)C1=CC=CC=C1)C1=CC=CC=C1 2-[2-hydroxy-4-(11-methacryloyloxy-undecyloxy)phenyl]-4,6-diphenyl-1,3,5-triazine